hexaglycidyltriaminobenzene C(C1CO1)C=1C(C(C(C(C1)(N)CC1CO1)(N)CC1CO1)(N)CC1CO1)(CC1CO1)CC1CO1